N-(4-fluoro-3-(2-(4-(4-methylpiperazin-1-yl)phenylamino)-[1,2,4]triazolo[1,5-a]pyridin-5-yloxy)phenyl)acrylamide FC1=C(C=C(C=C1)NC(C=C)=O)OC1=CC=CC=2N1N=C(N2)NC2=CC=C(C=C2)N2CCN(CC2)C